C(C)(C)(C)N(C(O)=O)CCCCCOCCN.FC1=C(C=C(C=C1)NC(C(C)(C)C)=O)C(C=1C=C2N=C(C=NC2=CC1)OC)O N-(4-fluoro-3-(hydroxy(3-methoxyquinoxalin-6-yl)methyl)phenyl)trimethylacetamide tert-Butyl-(5-(2-aminoethoxy)pentyl)carbamate